N[C@H]1C(CCCC1)NC1=NC=C(C(=N1)NC=1C=C(C=CC1)C)C(=O)N 2-(((2R,2S)-2-aminocyclohexyl)amino)-4-(m-tolylamino)pyrimidine-5-carboxamide